C(C)(C)(C)C1(CCCCC1)C(=O)N 1-(TERT-BUTYL)-CYCLOHEXANE-1-CARBOXAMIDE